O=C([C@H](O)[C@@H](O)[C@@H](O)[C@H](O)CO)O.N[C@@H](CCCCN[C@H](C(=O)O)CCC(=O)O)C(=O)O Saccharopine galactonate